C1=CC=CC=2C3=CC=CC=C3C(C12)COC(=O)NCCC(=O)O 9-fluorenylmethoxycarbonyl-β-alanine